diethyl difluoromalonate FC(C(=O)OCC)(C(=O)OCC)F